deoxyribosyl-phosphate C1(C[C@H](O)[C@H](O1)CO)OP(=O)([O-])[O-]